P(=O)(OC)(OC1=C(C=CC=C1)Cl)OC[C@H](CCCCCCCCCCCCCCCCCC)OCC1=CC(=CC(=C1)F)C#N methyl (2-chlorophenyl) ((S)-2-((3-cyano-5-fluorobenzyl)oxy)icosyl) phosphate